C1(CCC1)CN[C@H]1CN(CCC1)C1=CC(N(C=C1)C(C)N1N=NC(=C1)C=1C=NC=C(C1)N(C)CC)=O 4-((R)-3-((cyclobutylmethyl)amino)piperidin-1-yl)-1-(1-(4-(5-(ethyl(methyl)amino)pyridin-3-yl)-1H-1,2,3-triazol-1-yl)ethyl)pyridin-2(1H)-one